COC1=C(C=CC(=C1)C1=NC=CC=C1)C1=CN=C(O1)[C@H](CCCCCC(CC)=O)NC(=O)C1=NOC2(C1)CCN(CC2)C (S)-N-(1-(5-(2-Methoxy-4-(pyridin-2-yl)phenyl)oxazol-2-yl)-7-oxononyl)-8-methyl-1-oxa-2,8-diazaspiro[4.5]dec-2-en-3-carboxamid